C=1N=CN2C1C(=CC=C2)C(=O)N2C[C@H]([C@@H](CC2)C2=CC=CC=C2)NC(=O)C=2NC(=CN2)C(F)(F)F N-((3S,4S)-1-(imidazo[1,5-a]pyridine-8-carbonyl)-4-phenylpiperidin-3-yl)-5-(trifluoromethyl)-1H-imidazole-2-carboxamide